alpha-ethyl-hexanoyl chloride C(C)C(C(CCCC)Cl)=O